C(C)C(CC)NC1=CC(=C(C=C1)C)C (1-ethyl-propyl)-3,4-dimethylaniline